C12=C(CC(=C3C=CC=4C(=C13)C=CC=CC4)C(=O)O)C2 methanocyclohepta[a]naphthalene-4-carboxylic acid